Chlorophenyl (5R)-3,3-difluoro-5-[(5R)-5-methyl-1,1-dioxo-1λ6,2-thiazolidin-2-yl]piperidine-1-carboxylate FC1(CN(C[C@@H](C1)N1S([C@@H](CC1)C)(=O)=O)C(=O)OC1=C(C=CC=C1)Cl)F